4-hydroxy-1-(methoxymethyl)-4-(trifluoromethyl)cyclohexanecarboxylic acid ethyl ester C(C)OC(=O)C1(CCC(CC1)(C(F)(F)F)O)COC